(S)-2-((4-chloro-6-morpholinopyrimidin-2-yl)amino)propan-1-ol ClC1=NC(=NC(=C1)N1CCOCC1)N[C@H](CO)C